(4-(5-(4-bromo-2-(cyclopropylthio)phenyl)thiazol-2-yl)cyclohexyl) carbamate C(N)(OC1CCC(CC1)C=1SC(=CN1)C1=C(C=C(C=C1)Br)SC1CC1)=O